1-(2-Methacrylaminoethyl)-pyridinium chloride [Cl-].C(=O)(C(=C)C)NCC[N+]1=CC=CC=C1